COC(C(C)C1=CC(=C(C=C1)OC)OC)=O 3,4-dimethoxyphenylpropionic acid methyl ester